C(C(=C)C)(=O)OON1C(C(CCC1)(C)C)(C)C tetramethylpiperidinyloxy methacrylate